(S)-2-(4-(3-((4-cyano-2-fluorobenzyl)oxy)-1H-pyrazol-1-yl)-2,5-difluorobenzyl)-1-(oxetan-2-ylmethyl)-1H-benzo[d]imidazole-6-carboxylic acid, ammonium salt [NH4+].C(#N)C1=CC(=C(COC2=NN(C=C2)C2=CC(=C(CC3=NC4=C(N3C[C@H]3OCC3)C=C(C=C4)C(=O)[O-])C=C2F)F)C=C1)F